ClC=1C=C2N(N=CC(=C2C(C)C)C(N[C@H]2CCOC3=C2C=CC=C3)=S)C1C1=C(C(=CC(=C1)F)Cl)Cl 6-chloro-7-(2,3-dichloro-5-fluorophenyl)-N-[(4S)-3,4-dihydro-2H-1-benzopyran-4-yl]-4-(propan-2-yl)pyrrolo[1,2-b]pyridazine-3-thiocarboxamide